CO[C@@H]([C@@H](C(=O)O)NC(=O)C1(CC1)C(F)(F)F)C (2S,3R)-3-methoxy-2-[[1-(trifluoromethyl)cyclopropanecarbonyl]amino]butanoic acid